5-(4-cyclopropyl-1H-imidazol-1-yl)-2-fluoro-N-(6-(5-isopropyl-1H-tetrazol-1-yl)pyridin-2-yl)-4-methylbenzamide C1(CC1)C=1N=CN(C1)C=1C(=CC(=C(C(=O)NC2=NC(=CC=C2)N2N=NN=C2C(C)C)C1)F)C